C(#N)C1=C(C=CC=C1)C(C(C(F)(F)F)C=1N(C(C(=C(N1)C(=O)OCC)OC)=O)C)C=1C=NN(C1)C Ethyl 2-(3-(2-cyanophenyl)-1,1,1-trifluoro-3-(1-methyl-1H-pyrazol-4-yl)propan-2-yl)-5-methoxy-1-methyl-6-oxo-1,6-dihydropyrimidine-4-carboxylate